FC=1C=C(C(=C(C1)CC1=NC2=C(N1)C=CC(=C2)C(=O)NCC2(CC2)C(F)(F)F)O)C(CO)(C)C 2-[[5-Fluoro-2-hydroxy-3-(2-hydroxy-1,1-dimethyl-ethyl)phenyl]methyl]-N-[[1-(trifluoromethyl)cyclopropyl]methyl]-1H-benzimidazole-5-carboxamide